S=C1N=NNN1CC(=O)N 2,5-dihydro-5-thioxo-1H-tetrazol-1-yl-acetamide